CC=1C=C2OCC=C2C1 2-methyl-6-oxapentalene